N1CCNCCCNCCCNCCC1 1,4,8,12-Tetraazacyclopentadecane